FC=1C=C(C=CC1)[C@H](CN[C@H](C)CCC)O (R)-1-(3-fluorophenyl)-2-(((R)-pent-2-yl)amino)ethan-1-ol